(trans)-Methyl 2-(4-(6-(2-chloro-4-fluorophenyl)-5-(ethoxycarbonyl)-2-(thiazol-2-yl)-3,6-dihydropyrimidin-4-yl)cyclohexyl)oxazole-4-carboxylate ClC1=C(C=CC(=C1)F)C1C(=C(NC(=N1)C=1SC=CN1)[C@@H]1CC[C@H](CC1)C=1OC=C(N1)C(=O)OC)C(=O)OCC